trans-4-(2-((3-chloro-5-fluorophenyl)amino)-5-(4-((4-methylpiperazin-1-yl)methyl)phenyl)imidazo[5,1-f][1,2,4]triazin-7-yl)cyclohexan-1-ol TFA salt OC(=O)C(F)(F)F.ClC=1C=C(C=C(C1)F)NC1=NN2C(C=N1)=C(N=C2[C@@H]2CC[C@H](CC2)O)C2=CC=C(C=C2)CN2CCN(CC2)C